potassium sorbate, disodium salt [Na+].[Na+].C(\C=C\C=C\C)(=O)[O-].[K+].C(\C=C\C=C\C)(=O)[O-].C(\C=C\C=C\C)(=O)[O-]